C[C@@H](C(=O)N[C@@H](C[C@@H]1CCC(=O)[C@H]2[C@@H]1O2)C(=O)[O-])[NH3+] The molecule is a peptide zwitterion obtained by transfer of a proton from the carboxy to the amino group of bacilysin; major species at pH 7.3. It is a tautomer of a bacilysin.